6-(pyridin-2-ylsulfanyl)-2-((1-(tetrahydro-2H-pyran-2-yl)-1H-pyrazol-3-yl)methyl)phthalazin-1(2H)-one N1=C(C=CC=C1)SC=1C=C2C=NN(C(C2=CC1)=O)CC1=NN(C=C1)C1OCCCC1